7-((2,3-difluorophenyl)ethynyl)-3,4,11,11a-tetrahydropyrimido[6',1':2,3]imidazo[5,1-c][1,4]thiazin-9(1H)-one FC1=C(C=CC=C1F)C#CC1=NC(N2C(N3C(CSCC3)C2)=C1)=O